S1C2=C(C(C1)N)C=CC=C2 2,3-dihydrobenzo[b]thiophen-3-amine